isopropyl (E)-3-(3-(3,5-bis(trifluoromethyl)phenyl)-1H-1,2,4-triazol-1-yl)-2-(pyridin-3-yl)acrylate FC(C=1C=C(C=C(C1)C(F)(F)F)C1=NN(C=N1)/C=C(/C(=O)OC(C)C)\C=1C=NC=CC1)(F)F